N-((S)-1,1-Dicyclopropyl-3-((4-((S)-2-methoxy-1-((S)-2-oxo-4-(trifluoromethyl)imidazolidin-1-yl)ethyl)pyridin-2-yl)amino)-3-oxopropan-2-yl)-4-methyl-1,2,5-oxadiazole-3-carboxamide C1(CC1)C([C@@H](C(=O)NC1=NC=CC(=C1)[C@@H](COC)N1C(N[C@@H](C1)C(F)(F)F)=O)NC(=O)C1=NON=C1C)C1CC1